FC1(CNC(N(C1)[C@H](COC)C1=CC=2N(N=C1)C=C(N2)[C@H](CCC(C(C)(F)F)(C)C)N[S@@](=O)C(C)(C)C)=O)F |o1:20| (S)-N-((S*)-1-(7-((S)-1-(5,5-difluoro-2-oxotetrahydropyrimidin-1(2H)-yl)-2-methoxyethyl)imidazo[1,2-b]pyridazin-2-yl)-5,5-difluoro-4,4-dimethylhexyl)-2-methylpropane-2-sulfinamide